tert-butyl (4S)-4-(3-tert-butylsulfinyliminopropyl)-2,2-dimethyl-pyrrolidine-1-carboxylate C(C)(C)(C)S(=O)N=CCC[C@H]1CC(N(C1)C(=O)OC(C)(C)C)(C)C